(1S,2S,3S,5R)-5-(4-amino-7H-pyrrolo[2,3-d]pyrimidin-7-yl)-3-fluoro-3-(hydroxymethyl)cyclopentane-1,2-diol NC=1C2=C(N=CN1)N(C=C2)[C@@H]2C[C@@]([C@H]([C@H]2O)O)(CO)F